ClC=1N=C(C2=C(N1)C=C(O2)C(=O)O)N2CCOCC2 2-chloro-4-morpholinofuro[3,2-d]pyrimidine-6-carboxylic acid